COC(CC(=O)N1[C@H](CC[C@H]1C(=O)OC)CC(=O)O)=O 2-((2R,5S)-1-(3-methoxy-3-oxopropionyl)-5-(methoxycarbonyl)pyrrolidin-2-yl)acetic acid